3-(2-fluoro-3-(2-(2-(2-fluoro-5-((6-fluoro-4-(2,2,2-trifluoroethyl)-1H-indol-5-yl)oxy)phenyl)-1H-imidazol-5-yl)propan-2-yl)phenyl)propanoic acid FC1=C(C=CC=C1C(C)(C)C1=CN=C(N1)C1=C(C=CC(=C1)OC=1C(=C2C=CNC2=CC1F)CC(F)(F)F)F)CCC(=O)O